C(C1=CC=CC=C1)N1N=CC(=C1)C(C)=O 1-(1-benzylpyrazol-4-yl)ethanone